C(C)(C)(C)OC(=O)N1C(=CC2=CC(=CC(=C12)CCC(F)(F)F)F)CN1C(C(=CC=C1)NC([C@H](CC\C=C\C(N1CCCC1)=O)NC(=O)OC)=O)=O tert-Butyl-(S,E)-5-fluoro-2-((3-(2-((methoxycarbonyl)amino)-7-oxo-7-(pyrrolidin-1-yl)hept-5-enamido)-2-oxopyridin-1(2H)-yl)methyl)-7-(3,3,3-trifluoropropyl)-1H-indol-1-carboxylat